1-(2-(dimethylamino)ethyl)-4-nitro-1H-pyrazole-3-carboxylic acid chloride CN(CCN1N=C(C(=C1)[N+](=O)[O-])C(=O)Cl)C